C(C)OC=1C(=NC=CC1)O[C@H]1CN(CCC1)C1=CN=CC(=N1)NC1=NC=C(C(=N1)C=1C=C(C=CC1)CC(C(=O)O)(C)C)C(F)(F)F (R)-3-(3-(2-((6-(3-((3-ethoxypyridin-2-yl)oxy)piperidin-1-yl)pyrazin-2-yl)amino)-5-(trifluoromethyl)pyrimidin-4-yl)phenyl)-2,2-dimethylpropanoic acid